7-(2-hydroxyethylamino)heptyl 10-methylundecanoate CC(CCCCCCCCC(=O)OCCCCCCCNCCO)C